CC1([C@@H]2CC=C(C[C@H]12)C(=O)OCC=C)C Allyl (1S,6R)-7,7-dimethylbicyclo[4.1.0]hept-3-ene-3-carboxylate